COC1=CC(=C(C=C1)S(=O)(C)=NC)C(F)(F)F {[4-methoxy-2-(trifluoromethyl)phenyl](methyl)oxo-λ6-sulfanylidene}(methyl)amine